C(C(O)C(O)C(=O)OC(=O)C=1C(=CC=CC1)C)(=O)OC(=O)C=1C(=CC=CC1)C ditoluoyl tartarate